isopropyltitanium trimyristate C(CCCCCCCCCCCCC)(=O)[O-].C(CCCCCCCCCCCCC)(=O)[O-].C(CCCCCCCCCCCCC)(=O)[O-].C(C)(C)[Ti+3]